3-methylsulfonyl-aniline CS(=O)(=O)C=1C=C(N)C=CC1